2-[4,6-dimethyl-2-(trifluoromethyl)pyrimidin-5-yl]sulfonyl-6-[[(3S)-oxolan-3-yl]methyl]-2,6-diazaspiro[3.3]heptane CC1=NC(=NC(=C1S(=O)(=O)N1CC2(C1)CN(C2)C[C@H]2COCC2)C)C(F)(F)F